O[C@@H]1[C@H](NC1)C (2R,3S)-3-hydroxy-2-methylazetidin